3-amino-N-([3-[2-(dimethylamino)ethoxy]pyridin-2-yl]methyl)-5-(4-fluorophenyl)-6-(1-methyl-1H-1,3-benzodiazol-6-yl)pyrazine-2-carboxamide NC=1C(=NC(=C(N1)C1=CC=C(C=C1)F)C=1C=CC2=C(N(C=N2)C)C1)C(=O)NCC1=NC=CC=C1OCCN(C)C